CN([C@@H]1CC[C@@H]2CN(C[C@@H]21)C=2N=NC(=CN2)C2=C(C=C(C=C2)C=2C=NNC2)O)C 2-{3-[(3ar,4r,6as)-4-(dimethylamino)hexahydrocyclopenta[c]pyrrol-2(1H)-yl]-1,2,4-triazin-6-yl}-5-(1H-pyrazol-4-yl)phenol